N-(4-(dimethylamino)butyl)-6-[76Br]bromopyridazine-3-carboxamide CN(CCCCNC(=O)C=1N=NC(=CC1)[76Br])C